4-amino-N-methoxy-N-((6-methoxypyridin-3-yl)methyl)-1-methyl-1H-pyrazolo[4,3-c]quinoline-8-carboxamide NC1=NC=2C=CC(=CC2C2=C1C=NN2C)C(=O)N(CC=2C=NC(=CC2)OC)OC